pentaerythritol tetra(β-lauryl thiopropionate) C(CCCCCCCCCCC)CCC(=S)OCC(COC(CCCCCCCCCCCCCC)=S)(COC(CCCCCCCCCCCCCC)=S)COC(CCCCCCCCCCCCCC)=S